5-[[2-Fluoro-5-(1-methylpyrazol-3-yl)-4-(trifluoromethyl)benzoyl]amino]-4-(2-pyridinyl)pyridine-3-carboxylic acid FC1=C(C(=O)NC=2C(=C(C=NC2)C(=O)O)C2=NC=CC=C2)C=C(C(=C1)C(F)(F)F)C1=NN(C=C1)C